1-(7-chloro-2-iodofuro[2,3-d]pyridazin-4-yl)dihydropyrimidine-2,4(1H,3H)-dione ClC=1N=NC(=C2C1OC(=C2)I)N2C(NC(CC2)=O)=O